C1(CCC1)COC=1C=NC(=NC1)N1C[C@H](N([C@H](C1)C)C(=O)OC1CC2(CN(C2)CC2=CC=CC=C2)C1)C 2-benzyl-2-azaspiro[3.3]heptan-6-yl (2R,6S)-4-[5-(cyclobutylmethoxy)pyrimidin-2-yl]-2,6-dimethylpiperazine-1-carboxylate